O1CCN(CC1)C1=CC(NC(=C1)N1[C@H](CCC1)CC1=CC(=CC=C1)OC1CCOCC1)=O (R)-4-morpholino-6-(2-(3-((tetrahydro-2H-pyran-4-yl)oxy)benzyl)pyrrolidin-1-yl)pyridin-2(1H)-one